C1(=CC(=CC=C1)C[C@H]1[C@H](CCC=2C=CN(C(C12)=O)C(C)C)NS(=O)(=O)C)C1=CC=CC=C1 |r| rac-N-[(7S,8R)-8-[([1,1'-biphenyl]-3-yl)methyl]-1-oxo-2-(propan-2-yl)-1,2,5,6,7,8-hexahydroisoquinolin-7-yl]methanesulfonamide